12-(3-(dimethylamino)propyl)-2,3-dimethoxy-[1,3]dioxolo[4',5':4,5]benzo[1,2-c]phenanthridin-13(12H)-one CN(CCCN1C=2C3=C(C=CC2C2=CC(=C(C=C2C1=O)OC)OC)C=C1C(=C3)OCO1)C